BrC1=CC=C2N=C3CCCCC3=C(C2=C1)N 7-bromo-1,2,3,4-tetrahydroacridin-9-amine